2,6-Dimethyl-8-oxooctan-2-yl-2-phenylacetat CC(C)(CCCC(CC=O)C)C(C(=O)[O-])C1=CC=CC=C1